5-iodo-1,2,3,4-tetrahydronaphthalene IC1=C2CCCCC2=CC=C1